4-(3-((3,5-Difluoro-4-((1R,3R)-3-methyl-2-(2,2,2-trifluoroethyl)-2,3,4,9-Tetrahydro-1H-pyrido[3,4-b]indol-1-yl)phenyl)amino)azetidin-1-yl)butyronitrile FC=1C=C(C=C(C1[C@H]1N([C@@H](CC2=C1NC1=CC=CC=C21)C)CC(F)(F)F)F)NC2CN(C2)CCCC#N